racemic-9-(methylamino)-8,9-dihydro-6H-pyrano[3,4-b]thieno[3,4-d]pyridin-4(5H)-one CN[C@H]1COCC=2NC(C=3C(C21)=CSC3)=O |r|